(R)-(4-fluorophenyl)(8-methyl-3-(3-methyl-1,2,4-thiadiazol-5-yl)-1-propyl-5,6-dihydroimidazo[1,5-a]pyrazin-7(8H)-yl)methanone FC1=CC=C(C=C1)C(=O)N1[C@@H](C=2N(CC1)C(=NC2CCC)C2=NC(=NS2)C)C